4-[(1E)-3-oxoprop-1-en-1-yl]benzonitrile O=C/C=C/C1=CC=C(C#N)C=C1